(1R,2S)-N-ethyl-1-hydroxy-N,N-dimethyl-1-phenylpropan-2-aminium bromide [Br-].C(C)[N+]([C@H]([C@@H](C1=CC=CC=C1)O)C)(C)C